(S)-1-palmitoyl-pyrrolidine-2-carboxylic acid C(CCCCCCCCCCCCCCC)(=O)N1[C@@H](CCC1)C(=O)O